N1N=NC(=C1)CCO[C@@H](C(=O)N1CC=2N=C(N=CC2C1)NC1CC2=CC=CC=C2C1)C (R)-2-(2-(1H-1,2,3-triazol-4-yl)ethoxy)-1-(2-((2,3-dihydro-1H-inden-2-yl)amino)-5,7-dihydro-6H-pyrrolo[3,4-d]pyrimidin-6-yl)propan-1-one